tert-butyl 4-[2-[4-[2-(benzotriazol-1-yloxy)-5-methyl-6-(trifluoromethyl)pyrimidin-4-yl]pyrazol-1-yl]acetyl]piperazine-1-carboxylate N1(N=NC2=C1C=CC=C2)OC2=NC(=C(C(=N2)C=2C=NN(C2)CC(=O)N2CCN(CC2)C(=O)OC(C)(C)C)C)C(F)(F)F